1-[6,7-Dimethyl-4-(1-methyl-1H-pyrazol-4-yl)-1,3-dihydro-2H-pyrrolo[3,4-c]pyridin-2-yl]-2-[1-(pyridin-3-yl)azetidin-3-yl]ethanon CC1=C(C2=C(C(=N1)C=1C=NN(C1)C)CN(C2)C(CC2CN(C2)C=2C=NC=CC2)=O)C